C1=CC=C(C=C1)CNC2=NC=CC(=N2)Cl N-Benzyl-4-chloropyrimidin-2-amine